NC1=C(C2=C(C=C1)C=CC=C2)N2C(COCC2C2=CC=CC=C2)O 6-amino-benzo-phenyl-3-hydroxy-5-phenylmorpholine